((2R,4S,5R)-4-azido-5-propoxytetrahydro-2H-pyran-2-yl)((S)-1-(4-fluorophenyl)-3,4-dihydroisoquinolin-2(1H)-yl)methanone N(=[N+]=[N-])[C@H]1C[C@@H](OC[C@@H]1OCCC)C(=O)N1[C@H](C2=CC=CC=C2CC1)C1=CC=C(C=C1)F